4-[3-(1,2,3,4-tetrahydro-1,5-naphthyridin-1-yl)-1H-pyrazolo[3,4-b]pyrazin-6-yl]-1',3'-dihydrospiro[cyclohexane-1,2'-inden]-3'-amine N1(CCCC2=NC=CC=C12)C1=NNC2=NC(=CN=C21)C2CCC1(CC3=CC=CC=C3C1N)CC2